C(C)(=O)N1CC(CCC1)OC1=CC=C2C(=CC(OC2=C1)=O)C1=C(C=C(C=C1)F)Cl 7-((1-acetylpiperidin-3-yl)oxy)-4-(2-chloro-4-fluorophenyl)-2H-chromen-2-one